octylidene citrate C1(CC(O)(C(=O)[O-])CC(=O)OC(CCCCCCC)O1)=O